2-((10-(4-(((3R,4R)-1-(2-cyanoacetyl)-4-methylpiperidin-3-yl)(methyl)amino)-7H-pyrrolo[2,3-d]pyrimidin-7-yl)-3-methyl-10-oxodecanoyl)oxy)propane-1,3-diyl dipalmitate C(CCCCCCCCCCCCCCC)(=O)OCC(COC(CCCCCCCCCCCCCCC)=O)OC(CC(CCCCCCC(=O)N1C=CC2=C1N=CN=C2N(C)[C@H]2CN(CC[C@H]2C)C(CC#N)=O)C)=O